BrC1=CC2=C(N(C[C@H](N(S2(=O)=O)C)C2CCC2)C2=CC=CC=C2)C=C1F (R)-8-bromo-3-cyclobutyl-7-fluoro-2-methyl-5-phenyl-2,3,4,5-tetrahydrobenzo[f][1,2,5]thiadiazepine 1,1-dioxide